(Z)-2-((1S,5S)-5-(3-hydroxyphenyl)-2-phenethyl-2-azabicyclo[3.3.1]nonan-9-ylidene)acetonitrile OC=1C=C(C=CC1)[C@@]1/2CCN([C@@H](CCC1)\C2=C/C#N)CCC2=CC=CC=C2